5-chloro-2-iodo-pyrimidine ClC=1C=NC(=NC1)I